(3-(3-Cyclopropyl-1,2,4-thiadiazol-5-yl)-8-(2-(methylsulfonyl)ethyl)-5,6-dihydro-[1,2,4]triazolo[4,3-a]pyrazin-7(8H)-yl)(4-(thiophen-2-yl)phenyl)methanone C1(CC1)C1=NSC(=N1)C1=NN=C2N1CCN(C2CCS(=O)(=O)C)C(=O)C2=CC=C(C=C2)C=2SC=CC2